[2-[(5-nitrothiazol-2-yl) carbamoyl] phenyl]-2-amino-3,3-dimethylbutyrate [N+](=O)([O-])C1=CN=C(S1)NC(=O)C1=C(C=CC=C1)OC(C(C(C)(C)C)N)=O